N1CC(C1)OC1=C(C=C(C=C1)NC(=O)C1=C(C=NN1C)F)C=1C(=NOC1C)C N-(4-(azetidin-3-yloxy)-3-(3,5-dimethylisoxazol-4-yl)phenyl)-4-fluoro-1-methyl-1H-pyrazole-5-carboxamide